4-(7-(4-(pyrrolidine-3-yl)phenyl)heptyl)benzimidamide N1CC(CC1)C1=CC=C(C=C1)CCCCCCCC1=CC=C(C(N)=N)C=C1